N-(1-cyano-2-(2-oxopiperidin-3-yl)ethyl)-2-((2,5-difluorophenyl)-alanyl)-2-azabicyclo[2.2.2]octane-3-carboxamide C(#N)C(CC1C(NCCC1)=O)NC(=O)C1N(C2CCC1CC2)C([C@@H](NC2=C(C=CC(=C2)F)F)C)=O